carbonate compound with titanium [Ti+4].C([O-])([O-])=O.C([O-])([O-])=O